2-vinylthio-5-phenylbenzothiazole C(=C)SC=1SC2=C(N1)C=C(C=C2)C2=CC=CC=C2